(2S,3R)-3-hydroxy-2-methylazetidin-1-ium [(1R,4S)-7,7-dimethyl-2-oxobicyclo[2.2.1]hept-1-yl]methanesulfonate CC1([C@]2(C(C[C@@H]1CC2)=O)CS(=O)(=O)[O-])C.O[C@H]2[C@@H]([NH2+]C2)C